3-(5,7-difluoro-1-(pyridazin-3-ylmethyl)-benzimidazol-2-yl)-4-methyl-1,2,5-oxadiazole FC1=CC2=C(N(C(=N2)C2=NON=C2C)CC=2N=NC=CC2)C(=C1)F